ClC=1C(=CC(=NC1)C(=O)NC1=CC(=C(C=C1)C)C1=CC2=C(N=C(N=C2)NC=2C=NN(C2)C)N2C1=NCC2)C(F)(F)F 5-chloro-N-(4-methyl-3-(2-((1-methyl-1H-pyrazol-4-yl)amino)-8,9-dihydroimidazo[1',2':1,6]pyrido[2,3-d]pyrimidin-6-yl)phenyl)-4-(trifluoromethyl)picolinamide